methyl 2-amino-4-bromo-3-methylbenzoate NC1=C(C(=O)OC)C=CC(=C1C)Br